FC(OC1=CC=C(OC2=CC=C(C=C2)/C=C/C(C)=O)C=C1)(F)F (E)-4-(4-(4-(trifluoromethoxy)phenoxy)phenyl)but-3-en-2-one